C1(=CC=CC=C1)C=CCC 4-Phenyl-3-Buten